9-ethyl-7-(thiophen-2-yl)-9H-carbazole-3-carbaldehyde C(C)N1C2=CC(=CC=C2C=2C=C(C=CC12)C=O)C=1SC=CC1